N-(4-((4-Cyclopropylpiperidin-1-yl)sulfonyl)phenyl)-5-formyl-2-(N-methylmethylsulfonamido)benzamide C1(CC1)C1CCN(CC1)S(=O)(=O)C1=CC=C(C=C1)NC(C1=C(C=CC(=C1)C=O)N(S(=O)(=O)C)C)=O